2-ethylbutyl ((S)-(((2R,3S,5R)-5-(6-amino-2-fluoro-9H-purin-9-yl)-2-ethynyl-3-(((octyloxy)carbonyl)oxy)tetrahydrofuran-2-yl)methoxy)(phenoxy)phosphoryl)-L-phenylalaninate NC1=C2N=CN(C2=NC(=N1)F)[C@H]1C[C@@H]([C@@](O1)(C#C)CO[P@](=O)(OC1=CC=CC=C1)N[C@@H](CC1=CC=CC=C1)C(=O)OCC(CC)CC)OC(=O)OCCCCCCCC